OC1CN(C1)C1=C2CCN(C2=CC=C1)C(=O)OC(C)(C)C tert-butyl 4-(3-hydroxyazetidin-1-yl)indoline-1-carboxylate